6-(3-((5-(3-((1H-indol-5-yl)oxy)phenyl)-4H-1,2,4-triazol-3-yl)methyl)phenyl)hexanoic acid N1C=CC2=CC(=CC=C12)OC=1C=C(C=CC1)C=1NC(=NN1)CC=1C=C(C=CC1)CCCCCC(=O)O